C(C)(=O)SCC(CO[Si](C1=CC=CC=C1)(C1=CC=CC=C1)C(C)(C)C)C=1C=NC=CC1 S-(3-((tert-butyldiphenylsilyl) oxy)-2-(pyridin-3-yl) propyl) thioacetate